BrC=1C=C(C=CC1)[C@@H](C)NC1=NC(=NC2=CC(=C(C=C12)OC)OCCOCCOCCOCCNC(OCC1=CC=CC=C1)=O)C (R)-Benzyl (2-(2-(2-(2-((4-((1-(3-bromophenyl)ethyl)amino)-6-methoxy-2-methylquinazolin-7-yl)oxy)ethoxy)ethoxy)ethoxy)ethyl)carbamate